tert-butyl 3-[4-[4-[cyano(2-cyanoethyl)amino]-1-piperidyl]phenyl]propanoate C(#N)N(C1CCN(CC1)C1=CC=C(C=C1)CCC(=O)OC(C)(C)C)CCC#N